S(=O)(=O)(C1=CC=C(C)C=C1)OC1CC2(CN(C2)C(=O)OC(C)(C)C)C1 tert-butyl 6-(tosyloxy)-2-azaspiro[3.3]Heptane-2-carboxylate